FC1=CC=C(OC2=CC3=C(N=C(N=C3)S(=O)(=O)C)N(C2=O)C=2C=C(C=CC2)NC(OC(C)(C)C)=O)C=C1 tert-butyl (3-(6-(4-fluorophenoxy)-2-(methylsulfonyl)-7-oxopyrido[2,3-d]pyrimidin-8(7H)-yl)phenyl)carbamate